C(C)(C)(C)OC(=O)N1CC=2C=CC(CC2C1)(C(=O)O)C 5-Methylisoindoline-2,5-dicarboxylic acid tert-butyl ester